CC(CCC(=C)C1=CC=CC=C1)C α-3-methylbutylstyrene